2-[4-(2-Methacryloyloxyethoxyethoxy)phenyl]-2-[4-(2-methacryloyloxyethoxy)phenyl]propan C(C(=C)C)(=O)OCCOCCOC1=CC=C(C=C1)C(C)(C)C1=CC=C(C=C1)OCCOC(C(=C)C)=O